2-((3,5-dicyano-4-ethyl-6-(4-methyl-1,4-diazepan-1-yl)pyridin-2-yl)sulfanyl)-2-(4-(N-methylsulfamoyl)phenyl)acetamide C(#N)C=1C(=NC(=C(C1CC)C#N)N1CCN(CCC1)C)SC(C(=O)N)C1=CC=C(C=C1)S(NC)(=O)=O